(R)-3-(tert-butyl)-N-(1-(5-fluoro-2-methyl-4-(6-((4-(piperazin-1-yl)phenyl)amino)pyrimidin-4-yl)phenyl)ethyl)-1,2,4-oxadiazole-5-carboxamide 2,2,2-trifluoroacetate FC(C(=O)O)(F)F.C(C)(C)(C)C1=NOC(=N1)C(=O)N[C@H](C)C1=C(C=C(C(=C1)F)C1=NC=NC(=C1)NC1=CC=C(C=C1)N1CCNCC1)C